4-(4-methoxyphenoxy)-3-methylphenylboronic acid COC1=CC=C(OC2=C(C=C(C=C2)B(O)O)C)C=C1